ClC1=CNC2=C(C=CC(=C12)Cl)NS(=O)(=O)C1=CC=C(C=C1)S(=O)(=O)N1CCN(CCC1)C(=O)OC(C)(C)C tert-butyl 4-((4-(N-(3,4-dichloro-1H-indol-7-yl)sulfamoyl)phenyl)sulfonyl)-1,4-diazepane-1-carboxylate